FC(C=1C=C(C=C(C1)C(F)(F)F)C1=NN(C=N1)\C=C/C(=O)N1N(C(CCC1)=O)C)(F)F (Z)-1-(3-(3-(3,5-bis(trifluoromethyl)phenyl)-1H-1,2,4-triazol-1-yl)acryloyl)-2-methyltetrahydropyridazin-3(2H)-one